The molecule is a straight-chain, twelve-carbon medium-chain saturated fatty acid with strong bactericidal properties; the main fatty acid in coconut oil and palm kernel oil. It has a role as a plant metabolite, an antibacterial agent and an algal metabolite. It is a straight-chain saturated fatty acid and a medium-chain fatty acid. It is a conjugate acid of a dodecanoate. It derives from a hydride of a dodecane. CCCCCCCCCCCC(=O)O